C1(CC(C(CC1)C(C)C)=O)C MENTHANONE